dibenzyl dibenzyloxyphosphoryl phosphate P(=O)(OCC1=CC=CC=C1)(OCC1=CC=CC=C1)OP(=O)(OCC1=CC=CC=C1)OCC1=CC=CC=C1